FC1=CC=C(C=C1)C1(CCN(CC1)C(=O)OC(C)(C)C)COS(=O)(=O)C tert-Butyl 4-(4-fluorophenyl)-4-[(methanesulfonyloxy)methyl]piperidine-1-carboxylate